Bis-(dimethylaminoethyl)piperazin CN(C)CCN1CCN(CC1)CCN(C)C